C1(C=CCCCCCCCCCCCCO1)=O PENTADECEN-1,15-OLID